ClC1=C(C=C(C=C1)CNC1=NC(=C2C(=N1)N(N=C2)C2CCOCC2)NC2=NNC(=C2)C)NC2CS(CC2)(=O)=O 3-({2-chloro-5-[({4-[(5-methyl-1H-pyrazol-3-yl)amino]-1-(tetrahydro-2H-pyran-4-yl)-1H-pyrazolo[3,4-d]pyrimidin-6-yl}amino)methyl]phenyl}amino)tetrahydrothiophene-1,1-dioxide